ClC=1N=CN(C1CCl)COC 4-chloro-5-(chloromethyl)-1-(methoxymethyl)imidazole